FC1=C(C(=C(C=C1C1=NC2=C(N1C1(COC1)C)C=CC(=C2)NC)OC)O)O 3-fluoro-6-methoxy-4-(5-(methylamino)-1-(3-methyloxetan-3-yl)-1H-benzo[d]imidazol-2-yl)benzene-1,2-diol